C(\C=C\C=C/CCCCC)(=O)O.C(C=CC=CCCCCC)(=O)OCC ethyl 2,4-decadienoate ((2e,4z)-deca-2,4-dienoate)